C1(CC1)C=1N=CC(=NC1)NCC1N(C2CC(C1C)C2)C(C2=C(C=CC(=C2)F)N2N=CC=N2)=O cis-5-Cyclopropyl-N-({2-[5-fluoro-2-(2H-1,2,3-triazol-2-yl)benzoyl]-4-methyl-2-azabicyclo[3.1.1]heptan-3-yl}methyl)pyrazin-2-amin